C(C1=CC=CC=C1)N1C(C2(CCCC3=CC=CC=C23)C1)=O 1-benzylspiro[azetidine-3,1'-tetralin]-2-one